methoxyindoline-1-carboxylate COC1N(C2=CC=CC=C2C1)C(=O)[O-]